methyl 3-(9-((4-(((tert-butoxycarbonyl)amino)methyl)-2-methylphenyl)carbamoyl)-6-methyl-5,6-dihydro-4H-benzo[b]thieno[2,3-d]azepin-8-yl)-6-(propylcarbamoyl)picolinate C(C)(C)(C)OC(=O)NCC1=CC(=C(C=C1)NC(=O)C1=CC2=C(N(CCC3=C2SC=C3)C)C=C1C=1C(=NC(=CC1)C(NCCC)=O)C(=O)OC)C